N1N=CC(=C1)/C=C/CN1C(C2=CC=CC=C2C1CC1=NC=CC=C1Br)=O (E)-2-(3-(1H-pyrazol-4-yl)allyl)-3-((3-bromopyridin-2-yl)methyl)isoindolin-1-one